N[C@@H]1COCC12CCN(CC2)C2=NC(=C1C(=N2)NN=C1C1=C(C2=C(N(N=C2C=C1)C)Cl)Cl)C#N (S)-6-(4-amino-2-oxa-8-azaspiro[4.5]dec-8-yl)-3-(3,4-dichloro-2-methyl-2H-indazol-5-yl)-1H-pyrazolo[3,4-d]pyrimidine-4-carbonitrile